5-chloro-8-(3-(propylamino)propyl)naphtho[1,2-d][1,3]dioxol-9-ol ClC1=CC2=C(OCO2)C2=C(C(=CC=C12)CCCNCCC)O